(E)-2-(2-methoxy-2-oxoethoxy)-4-methoxy-6-styrylbenzoic acid methyl ester COC(C1=C(C=C(C=C1\C=C\C1=CC=CC=C1)OC)OCC(=O)OC)=O